NCC=1C=CC(=C(C(=O)NC2(CC2)C2=CC(=CC3=CC=CC=C23)C=2C=NN(C2)C)C1)C 5-(aminomethyl)-2-methyl-N-(1-(3-(1-methyl-1H-pyrazol-4-yl)naphthalen-1-yl)cyclopropyl)benzamide